3-(3-cyano-4-fluorophenyl)-1-(8,9-difluoro-6-oxo-1,4,5,6-tetrahydro-2H-pyrano[3,4-c]isoquinolin-1-yl)-1-isobutyl-urea C(#N)C=1C=C(C=CC1F)NC(N(CC(C)C)C1COCC=2NC(C=3C=C(C(=CC3C21)F)F)=O)=O